C(C)(C)(C)OC(=O)N1CCC(CC1)(O)CC1=NC=CC=C1Br 4-[(3-bromo-2-pyridinyl)methyl]-4-hydroxy-piperidine-1-carboxylic acid tert-butyl ester